COC(CC=1NC(C=2SC(=C3OCCCC1C23)C=2C=NNC2)=O)=O 2-(3-oxo-1-(1H-pyrazol-4-yl)-4,6,7,8-tetrahydro-3H-9-oxa-2-thia-4-azabenzo[cd]azulen-5-yl)acetic acid methyl ester